3-(5-(1-(3-fluoro-4-methylbenzyl)piperidin-4-yl)-1-oxoisoindolin-2-yl)piperidine-2,6-dione FC=1C=C(CN2CCC(CC2)C=2C=C3CN(C(C3=CC2)=O)C2C(NC(CC2)=O)=O)C=CC1C